ethyl (E)-4-oxo-2-hexenoate O=C(/C=C/C(=O)OCC)CC